C(C1=CC=CC=C1)(=O)N(CCNC(=O)C1=CC=C(C=C1)N(C(=O)C12CC2C1)C)CCNC(OC\C=C\C=1C=CC(=C(C(=O)O)C1)[N+](=O)[O-])=O (E)-5-(5-benzoyl-1-(4-(N-methylbicyclo[1.1.0]butane-1-carboxamido)phenyl)-1,9-dioxo-10-oxa-2,5,8-triazatridec-12-en-13-yl)-2-nitrobenzoic acid